C1=CC=NC(=C1)C(=O)[O-] The molecule is a pyridinemonocarboxylate resulting from the removal of a proton from the carboxy group of picolinic acid. It is a conjugate base of a picolinic acid.